C(C1=CC=CC=C1)OC(=O)N1C(N(C[C@@H]1C(=O)OCC1=CC=CC=C1)C)=O.NC1=CC(=C(C(=C1NC(CC1=CC=C(C=C1)S(=O)(=O)CC)=O)F)Br)F N-(6-amino-3-bromo-2,4-difluorophenyl)-2-(4-(ethylsulfonyl)phenyl)acetamide Dibenzyl-(R)-3-methyl-2-oxoimidazolidine-1,5-dicarboxylate